2-[4-(4-chlorophenoxy)-3-nitrophenyl]-7-hydroxythiazolo[5,4-d]pyrimidine ClC1=CC=C(OC2=C(C=C(C=C2)C=2SC=3N=CN=C(C3N2)O)[N+](=O)[O-])C=C1